C[SiH](Cl)C dimethylchlorosilane